C(CCCCCCCCCCCCCCCC(=O)[O-])CCCCCCCCCCCCCC(=O)[O-] propane-1,3-diylditetradecanoate